NC1=NC=NC=2N(C3=C(C=C(C=C3C21)C(F)(F)F)C)CC(=O)N2[C@@H](C[C@H](C2)F)C(=O)NC2=NC(=CC=C2)Br (2S,4R)-1-(2-(4-amino-8-methyl-6-(trifluoromethyl)-9H-pyrimido[4,5-b]indol-9-yl)acetyl)-N-(6-bromopyridin-2-yl)-4-fluoropyrrolidine-2-carboxamide